ClC=1N=NC(=C(C1CCCNC1CC(CCC1)O)C)Cl 3-((3-(3,6-dichloro-5-methylpyridazin-4-yl)propyl)amino)cyclohexan-1-ol